bisphenol-A phenyl-phosphate C1(=CC=CC=C1)OP(=O)(O)O.OC1=CC=C(C=C1)C(C)(C)C1=CC=C(C=C1)O